ClC1=NC=CC=C1COC(=O)NCC1=C(N=NN1C)C1=CC=C(C(=N1)C)OC[C@@H]1[C@H](CCCC1)C(=O)O (1S,2S)-2-(((6-(5-(((((2-chloropyridin-3-yl)methoxy)carbonyl)amino)methyl)-1-methyl-1H-1,2,3-triazol-4-yl)-2-methylpyridin-3-yl)oxy)methyl)cyclohexane-1-carboxylic acid